COC(=O)C=1C=2C=CC=NC2C(=CC1)CN1N=CC=2N=C(N=C(C21)O)NC(=O)OC 8-((7-hydroxy-5-((methoxycarbonyl)amino)-1H-pyrazolo[4,3-d]Pyrimidin-1-yl)methyl)quinoline-5-carboxylic acid methyl ester